diamyl-dithiocarbamic acid C(CCCC)N(C(S)=S)CCCCC